Methyl (2R)-2,3-dimethoxypropionate CO[C@@H](C(=O)OC)COC